(trifluoromethoxy)-[1,1'-biphenyl] FC(OC1=C(C=CC=C1)C1=CC=CC=C1)(F)F